C(C1=CC=CC=C1)OC1=NC(=CC=C1C1=NC(=CC=C1)O)OCC1=CC=CC=C1 2',6'-bis(benzyloxy)-[2,3'-bipyridyl]-6-ol